(9H-fluoren-9-yl)methyl (5-((S)-2-((S)-2-((tert-butoxycarbonyl)amino)-3-methylbutanamido)-5-ureidopentanamido)-2-(((tert-butyldiphenylsilyl)oxy)methyl)benzyl)(methyl)carbamate C(C)(C)(C)OC(=O)N[C@H](C(=O)N[C@H](C(=O)NC=1C=CC(=C(CN(C(OCC2C3=CC=CC=C3C=3C=CC=CC23)=O)C)C1)CO[Si](C1=CC=CC=C1)(C1=CC=CC=C1)C(C)(C)C)CCCNC(=O)N)C(C)C